ClC=1C=C2C(=NC(=NC2=C(C1C1=C(C(=CC(=N1)N)C)C(F)(F)F)F)OCC12C(N(CCC1)C)CCC2)N2CC1CCC(C2)N1 6-(6-chloro-4-{3,8-diazabicyclo[3.2.1]oct-3-yl}-8-fluoro-2-({1-methyl-octahydro-1H-cyclopenta[b]pyridin-4a-yl}methoxy)quinazolin-7-yl)-4-methyl-5-(trifluoromethyl)pyridin-2-amine